OCCN1C(OCC1)=O N-(2-hydroxyethyl)oxazolidin-2-one